B1(OSO1)[O-].[Ca+2].S1OB(O1)[O-] calcium thio borate